6-({1-[2-amino-3-hydroxy-2-(hydroxymethyl)propyl]azetidin-3-yl}oxy)-3-[2-boranopropyl]-2-hydroxybenzoic acid NC(CN1CC(C1)OC1=CC=C(C(=C1C(=O)O)O)C1(C)CB1)(CO)CO